(E)-4-(benzyloxy)-N-(4-(3-(hydroxyamino)-3-oxoprop-1-en-1-yl)benzyl)quinoline-2-carboxamide C(C1=CC=CC=C1)OC1=CC(=NC2=CC=CC=C12)C(=O)NCC1=CC=C(C=C1)\C=C\C(=O)NO